nickel bis(dithiolene) S1SC=CC1.S1SC=CC1.[Ni]